(2-oxoethyl)-1H-pyrazole-5-carboxamide O=CCN1N=CC=C1C(=O)N